C(C)(C)(C)OC(=O)N(C1=NN(C=C1)C=1CN2C(N(C(C1)C2)OS(=O)(=O)[O-])=O)C(=O)C2=CN=CS2.C2(=CC=CC=C2)[P+](CC=C)(C2=CC=CC=C2)C2=CC=CC=C2 triphenyl(allyl)phosphonium [3-[3-[tert-butoxycarbonyl-[thiazole-5-carbonyl]amino]pyrazol-1-yl]-7-oxo-1,6-diazabicyclo[3.2.1]oct-3-en-6-yl]sulfate